1-(4-(benzyloxy)-5-methoxy-2-nitrobenzoyl)-6-(((tert-butyldimethyl-silyl)oxy)methyl)-1,2,3,6-tetrahydropyridin-4-yl trifluoromethanesulfonate FC(S(=O)(=O)OC=1CCN(C(C1)CO[Si](C)(C)C(C)(C)C)C(C1=C(C=C(C(=C1)OC)OCC1=CC=CC=C1)[N+](=O)[O-])=O)(F)F